CN(S(=O)(=O)C=1C=CC(=C(C(=O)NC2=CC(=CC=C2)F)C1)N1CCCC1)C 5-(dimethylsulfamoyl)-N-(3-fluorophenyl)-2-pyrrolidin-1-ylbenzamide